COC=1C=C(C=CC1COC1=C(C=C(C=C1)C)C(F)(F)F)C1C=2C(NC(C1)=O)=NNC2 (-)-4-(3-Methoxy-4-{[4-methyl-2-(trifluoromethyl)phenoxy]methyl}phenyl)-2H,4H,5H,6H,7H-pyrazolo[3,4-b]pyridin-6-on